2,7-dimethyl-anthraquinone CC1=CC=2C(C3=CC(=CC=C3C(C2C=C1)=O)C)=O